N1[C@H](CC1)COC=1C=NN(C1C1=CC=2N(C=C1)N=C(C2)NC2=CC(=NC(=N2)C)C(=O)NC)C (R)-6-((5-(4-(azetidin-2-ylmethoxy)-1-methyl-1H-pyrazol-5-yl)pyrazolo[1,5-a]pyridin-2-yl)amino)-N,2-dimethylpyrimidine-4-carboxamide